benzyl (R)-(1-amino-3,6,9,12-tetraoxapentadecan-15-yl)((2'-ethoxy-5-(4-(6-ethoxy-2-(trifluoromethyl)-nicotinoyl)-2-ethylpiperazin-1-yl)-[2,3'-bipyridin]-6-yl)methyl)carbamate NCCOCCOCCOCCOCCCN(C(OCC1=CC=CC=C1)=O)CC1=C(C=CC(=N1)C=1C(=NC=CC1)OCC)N1[C@@H](CN(CC1)C(C1=C(N=C(C=C1)OCC)C(F)(F)F)=O)CC